1-(4-bromo-2-iodo-5-methoxy-phenyl)pyrazol-4-ol 2-methoxyacryl-acrylate COC(C(=O)C(C(=O)OC=1C=NN(C1)C1=C(C=C(C(=C1)OC)Br)I)=C)=C